(S)-tert-butyl 4-(methyl(1H-pyrrolo[2,3-b]pyridin-6-yl)carbamoyl)-3-(6-methyl-4-(trifluoromethyl)pyridin-2-yl)-2-oxoimidazolidine-1-carboxylate CN(C(=O)[C@H]1N(C(N(C1)C(=O)OC(C)(C)C)=O)C1=NC(=CC(=C1)C(F)(F)F)C)C1=CC=C2C(=N1)NC=C2